C(=O)C=1C=CC(=C(C#N)C1)OCC1=CC=C(C=C1)S(=O)(=O)C 5-Formyl-2-((4-(methylsulfonyl)benzyl)oxy)benzonitrile